C1(=CC=CC=C1)[SiH]1C=CC=C1 phenyl-silole